C(#N)N1CCOC(C1)C1=NC(=NC=C1)N1N=CC(=C1N)C(=O)O 1-[(4-cyano-6-morpholinyl)pyrimidin-2-yl]-5-amino-1H-pyrazole-4-carboxylic acid